[Si](C1=CC=CC=C1)(C1=CC=CC=C1)(C(C)(C)C)OCC[C@@H]1N(C=2C=3C(=NC(=C(C3N=C(N2)S(=O)C)F)Cl)OC1)C (9S)-9-(2-((tert-butyldiphenylsilyl)oxy)ethyl)-5-chloro-4-fluoro-10-methyl-2-(methylsulfinyl)-9,10-dihydro-8H-7-oxa-1,3,6,10-tetraazacyclohepta[de]naphthalene